The molecule is a ten-membered branched glucosamine oligosaccharide consisting of nine D-mannosyl residues and one N-acetylglucosamine residue (the latter being located at the reducing end). An intermediate glycan structure of glycosylated proteins CC(=O)N[C@@H]1[C@H]([C@@H]([C@H](O[C@H]1O)CO)O[C@H]2[C@H]([C@H]([C@@H]([C@H](O2)CO[C@@H]3[C@H]([C@H]([C@@H]([C@H](O3)CO[C@@H]4[C@H]([C@H]([C@@H]([C@H](O4)CO)O)O)O[C@@H]5[C@H]([C@H]([C@@H]([C@H](O5)CO)O)O)O)O)O[C@@H]6[C@H]([C@H]([C@@H]([C@H](O6)CO)O)O)O[C@@H]7[C@H]([C@H]([C@@H]([C@H](O7)CO)O)O)O)O)O)O[C@@H]8[C@H]([C@H]([C@@H]([C@H](O8)CO)O)O)O[C@@H]9[C@H]([C@H]([C@@H]([C@H](O9)CO)O)O)O[C@@H]1[C@H]([C@H]([C@@H]([C@H](O1)CO)O)O)O)O)O